2-oxo-N-(1H-pyrazolo[4,3-c]pyridin-7-yl)-2-[(2R,5S)-2-[2-[3-(dimethylamino)cyclobutyl]-1,3-benzothiazol-5-yl]-5-methyl-1-piperidyl]acetamide O=C(C(=O)NC=1C2=C(C=NC1)C=NN2)N2[C@H](CC[C@@H](C2)C)C=2C=CC1=C(N=C(S1)C1CC(C1)N(C)C)C2